(S)-3-(tert-butoxy)-2-((tert-butoxycarbonyl)amino)-3-oxopropyl 3,3'-difluoro-[1,1'-biphenyl]-4-carboxylate FC=1C=C(C=CC1C(=O)OC[C@@H](C(=O)OC(C)(C)C)NC(=O)OC(C)(C)C)C1=CC(=CC=C1)F